(2S,4R)-4-hydroxy-4-methyl-1-[(2S)-3-methyl-2-(1-oxo-2,3-dihydro-1H-isoindol-2-yl)butanoyl]pyrrolidine-2-carboxylic acid O[C@@]1(C[C@H](N(C1)C([C@H](C(C)C)N1C(C2=CC=CC=C2C1)=O)=O)C(=O)O)C